2-(Diethylcarbamoyl)-3-methoxy-5-methylbenzoic acid C(C)N(C(=O)C1=C(C(=O)O)C=C(C=C1OC)C)CC